6-methoxyspiro[chromene-2,4'-piperidine]-7-carboxylic acid methyl ester COC(=O)C1=C(C=C2C=CC3(CCNCC3)OC2=C1)OC